C1(CC1)C1=C(C(=NO1)C1=C(C=CC=C1Cl)Cl)CO[C@H]1[C@@H]2CN([C@H](C1)C2)C=2SC1=C(N2)C(=CC(=C1)C(=O)O)[C@H]1COCC1 2-[(1S,4S,5R)-5-{[5-cyclopropyl-3-(2,6-dichlorophenyl)-1,2-oxazol-4-yl]methoxy}-2-azabicyclo[2.2.1]heptan-2-yl]-4-[(3S)-oxolan-3-yl]-1,3-benzothiazole-6-carboxylic acid